ClC1=NC(=CC(=C1)C1(CC(C1)C)C(=O)OC)Cl methyl 1-(2,6-dichloropyridin-4-yl)-3-methylcyclobutane-1-carboxylate